CON1C2(C(C3=CC=CC=C13)(C)C)OC1=CC=C(C=C1C=C2)[N+](=O)[O-] methoxy-3',3'-dimethyl-6-nitro-spiro[chromene-2,2'-indoline]